C1=NC=CC2=CC=C(C=C12)N1C(C(=CC2=CC=C(N=C12)C(F)(F)F)C(=O)[O-])=O 1-(isoquinolin-7-yl)-2-oxo-7-(trifluoromethyl)-1,2-dihydro-1,8-naphthyridine-3-carboxylate